2,4,7,9-tetramethyl-5,7-decanediol CC(C)CC(C(CC(CC(C)C)(O)C)O)C